5-{5-iodo-4,7-dimethyl-7H-pyrrolo[2,3-d]Pyrimidin-6-yl}-4-methylpyridine IC1=C(N(C=2N=CN=C(C21)C)C)C=2C(=CC=NC2)C